(Z)-2-((E)-3-(4-hydroxy-3-methoxyphenyl)allyl)-6-hydroxybenzofuran-3(2H)-one OC1=C(C=C(C=C1)/C=C/CC1OC2=C(C1=O)C=CC(=C2)O)OC